C(C)(C)(C)C=1C=C(NN1)NC(=O)NC1=CC=C(C=C1)N1C=NC2=C1C=CC(=C2)OCCCCC2=NN=NN2C2CCCCC2 1-(5-tert-butyl-2H-pyrazol-3-yl)-3-(4-{5-[4-(1-cyclohexyl-1H-tetrazol-5-yl)-butoxy]-benzimidazol-1-yl}-phenyl)-urea